Perfluoroketone FC(=O)F